2-[(2-Fluoroacetyl)-[[(2S)-pyrrolidine-2-carbonyl]amino]amino]acetamide FCC(=O)N(CC(=O)N)NC(=O)[C@H]1NCCC1